5-(2-Isopropyl-4,5-dimethoxy-benzyl)-N2-phenyl-pyrimidine-2,4-diamine C(C)(C)C1=C(CC=2C(=NC(=NC2)NC2=CC=CC=C2)N)C=C(C(=C1)OC)OC